C(C)OP(=O)(C)C[C@H](C1=CC(=NC=C1)O)C1CC1 ((S)-2-cyclopropyl-2-(2-hydroxypyridin-4-yl)ethyl)(methyl)phosphinic acid ethyl ester